S-(-)-2,3-METHYLENEDIOXY-5,8,13,13A-TETRAHYDRO-10,11-DIMETHOXY-6H-DIBENZO[A,G]QUINOLIZINE C1OC=2C(=CC3=C(C4CC5=C(CN4CC3)C=C(C(=C5)OC)OC)C2)O1